(S)-methyl 2-((6-((4-chloro-2-fluorobenzyl)oxy)-2'-oxo-[2,4'-bipyridin]-1'(2'H)-yl)methyl)-1-(oxetan-2-ylmethyl)-1H-benzo[d]imidazole-6-carboxylate ClC1=CC(=C(COC2=CC=CC(=N2)C2=CC(N(C=C2)CC2=NC3=C(N2C[C@H]2OCC2)C=C(C=C3)C(=O)OC)=O)C=C1)F